N1(CCC1)[C@@H]1C[C@H](N(C1)C1=CC=C(C=C1)N1C=NC(=C1)NC=1N=CC(=NC1)C#N)C 5-((1-(4-((2R,4R)-4-(Azetidin-1-yl)-2-methylpyrrolidin-1-yl)phenyl)-1H-imidazol-4-yl)amino)pyrazine-2-carbonitrile